6-(2-methylpyrimidin-5-yl)-2,3,4,9-tetrahydro-1H-carbazol-1-one CC1=NC=C(C=N1)C=1C=C2C=3CCCC(C3NC2=CC1)=O